(1S,4s)-4-(8-(2,6-dichloro-4-cyanophenylamino)-2-((R)-1-tosylpiperidin-3-ylamino)-9H-purin-9-yl)cyclohexanecarboxamide ClC1=C(C(=CC(=C1)C#N)Cl)NC=1N(C2=NC(=NC=C2N1)N[C@H]1CN(CCC1)S(=O)(=O)C1=CC=C(C)C=C1)C1CCC(CC1)C(=O)N